COC=1C(=C2C=CNC2=C(C1)C)CN1[C@@H](C[C@H](CC1)N1N=C(N=C1)C(F)(F)F)C1=CC=C(C(=O)O)C=C1 4-((2S,4S)-1-((5-methoxy-7-methyl-1H-indol-4-yl)methyl)-4-(3-(trifluoromethyl)-1H-1,2,4-triazol-1-yl)piperidin-2-yl)benzoic acid